C(CC)C1C2C3C4C=CC(C3C(C1)C2)C4 8-(n-propyl)-tetracyclo[4.4.0.12,5.17,10]-3-dodecene